ClC=1NC2=CC=C(C=C2C1C=O)OC 2-chloro-5-methoxy-1H-indole-3-carboxaldehyde